C1=CC=C(C=C1)CNCCCN N-Benzyl-1,3-propanediamine